C(C#CC)(=O)N1[C@@H](C[C@H](CC1)N1N=NC=2C(=NC=3C(=C(C(=CC3C21)C)C2=C(C(=CC=C2)C)C)F)O[C@H](CN(C)C)C)CC#N 2-((2S,4S)-1-(but-2-ynoyl)-4-(4-(((S)-1-(dimethylamino)propan-2-yl)oxy)-7-(2,3-dimethylphenyl)-6-fluoro-8-methyl-1H-[1,2,3]triazolo[4,5-c]quinolin-1-yl)piperidin-2-yl)acetonitrile